4-amino-3-methyl-3H-pyrazolo[3,4-c]quinolin-8-carboxylic acid NC1=NC=2C=CC(=CC2C2=C1N(N=C2)C)C(=O)O